rac-(1R,6S)-2-[8-methoxy-9-(2-methyltetrazol-5-yl)-1-propyl-5,6-dihydropyrrolo[2,1-a]isoquinoline-3-carbonyl]-2-azabicyclo[4.2.0]octane-1-carboxamide COC=1C=C2CCN3C(C2=CC1C=1N=NN(N1)C)=C(C=C3C(=O)N3[C@@]1(CC[C@@H]1CCC3)C(=O)N)CCC |r|